C1=CC(=C(C=C1/C=C\\2/C(=O)C3=C(C=C(C=C3O2)O)O)O)O The molecule is a hydroxyaurone that is aurone substituted by hydroxy groups at positions 4, 6, 3' and 4' respectively. It has a role as a plant metabolite. It derives from an aurone. It is a conjugate acid of an aureusidin-6-olate.